N1(CCOCC1)C1=CC=C(C=C1)NC1=C2N=CNC2=NC(=N1)OC1=CC=CC2=CC=CC=C12 N-[4-(4-morpholinyl)phenyl]-2-(1-naphthyloxy)-9H-purin-6-amine